Ethyl 2-(2-bromophenoxy)-2-(4-chloro-2-fluorophenyl)propionate BrC1=C(OC(C(=O)OCC)(C)C2=C(C=C(C=C2)Cl)F)C=CC=C1